BrC1=C(C=CC(=C1NC)\C=C\C=1SC2=C(N1)C=C(C(=C2)N(C)CCOCCF)C)O (E)-2-bromo-4-(2-(6-((2-(2-fluoroethoxy)ethyl)(methyl)amino)-5-methylbenzo[d]thiazol-2-yl)vinyl)-3-(methylamino)phenol